N,N-diglycidyl-m-aminophenol C(C1CO1)N(C=1C=C(C=CC1)O)CC1CO1